BrCC1COC2=C(O1)C=CC=C2 2-bromomethyl-1,4-benzodioxane